5-amino-3-chloro-N,N-dimethylpicolinamide NC=1C=C(C(=NC1)C(=O)N(C)C)Cl